butenyl-amine phosphorus [P].C(=CCC)N